N-[4-(1-{[4-(difluoromethoxy)phenyl]carbonyl}piperidin-4-yl)butyl]-1H-pyrrolo[3,2-c]pyridine-2-carboxamide FC(OC1=CC=C(C=C1)C(=O)N1CCC(CC1)CCCCNC(=O)C1=CC=2C=NC=CC2N1)F